C(C)OC=1C=C(C=CC1C=1NC(C2=C(N1)NN=N2)=O)C2=CC(=CC=C2)/C=C/C(=O)O (E)-3-(3'-ethoxy-4'-(7-oxo-6,7-dihydro-3H-[1,2,3]triazolo[4,5-d]pyrimidin-5-yl)-[1,1'-biphenyl]-3-yl)acrylic acid